trans-cinnamic acid-d7 C(\C(=C(\C1=C(C(=C(C(=C1[2H])[2H])[2H])[2H])[2H])/[2H])\[2H])(=O)O